C(#N)C1=C(C=NC=C1)C=1C=C2C=C(N=NC2=C(C1)NC(OC(C)(C)C)=O)NC(=O)C1C(C1)F tert-Butyl 6-(4-cyanopyridin-3-yl)-3-(2-fluorocyclopropanecarboxamido)cinnolin-8-ylcarbamate